CC(CCCCCCCCCCC(=O)O)CCC(C)C 12,15-dimethylhexadecanoic acid